Methyl 2-(piperazin-1-yl)propanoate Hydrochloride Cl.N1(CCNCC1)C(C(=O)OC)C